BrC=1C=C(C=C(C1)NS(=O)(=O)C)NC(=O)C=1SC=C(C1)N1N=CC=C1 N-(3-bromo-5-(methylsulfonamido)phenyl)-4-(1H-pyrazol-1-yl)thiophene-2-carboxamide